tert-butyl 3-(5-(6-chloro-4-(methylamino)pyridin-3-yl)-1,3,4-thiadiazol-2-yl)azetidine-1-carboxylate ClC1=CC(=C(C=N1)C1=NN=C(S1)C1CN(C1)C(=O)OC(C)(C)C)NC